4-methoxy-2-((R)-3-methylmorpholin-4-yl)-8-(1H-pyrazol-3-yl)-[1,7]naphthyridine COC1=CC(=NC2=C(N=CC=C12)C1=NNC=C1)N1[C@@H](COCC1)C